butanediol titanium magnesium salt [Mg].[Ti].C(CCC)(O)O